CN1C(CCC1)C=1C=NC=CC1 3-(1-methyl-2-pyrrolidinyl)pyridine